2-hydroxy-glycero-3-phosphocholine OOC(CO)COP(=O)([O-])OCC[N+](C)(C)C